COC=1C=C(C=CC1OC)NC1=NC(=NC(=N1)N1CCN(CC1)C)N1CC2=C(CC1)N=CN2 N-(3,4-dimethoxyphenyl)-4-(4-methylpiperazin-1-yl)6-(3,4,6,7-tetrahydro-5H-imidazo[4,5-c]pyridin-5-yl)-1,3,5-triazine-2-amine